ClC=1C(=C(C=C(C1)[N+](=O)[O-])CN(C)C)C 1-(3-chloro-2-methyl-5-nitrophenyl)-N,N-dimethylmethanamine